BrC=1C=CC=2N(C3=CC=CC=C3C2C1)C1=CC=2C(C3=CC=CC=C3C2C=C1)(C)C 3-bromo-9-(9,9-dimethyl-9H-fluoren-2-yl)-9H-carbazole